N-(carboxymethyl)-L-alanine C(=O)(O)CN[C@@H](C)C(=O)O